NC1=CC=C(C(=C1C(=O)N(C)C)F)C=1C(=C2C(=NC1)NCC21CCC(CC1)(C)C#N)Cl 6-Amino-3-(4'-chloro-4-cyano-4-methyl-1',2'-dihydrospiro[cyclohexane-1,3'-pyrrolo[2,3-b]pyridin]-5'-yl)-2-fluoro-N,N-dimethylbenzamide